(3-chloro-5-(methylsulfonylamino)phenyl)-5-(hydroxymethyl)-1-(pyridin-2-yl)-1H-pyrrole-3-carboxamide ClC=1C=C(C=C(C1)NS(=O)(=O)C)C=1N(C(=CC1C(=O)N)CO)C1=NC=CC=C1